CC1=NC=C2NC(N(C2=N1)C=1C=NC(=CC1)OC1=CC=CC2=C1C1(CC1)CO2)=O 2-methyl-9-(6-spiro[2H-benzofuran-3,1'-cyclopropane]-4-yloxy-3-pyridinyl)-7H-purin-8-one